N-{4-[2-(2-chloro-4-fluorophenyl)acetamido]pyridin-2-yl}-N-(3,5-difluorophenyl)acetamide ClC1=C(C=CC(=C1)F)CC(=O)NC1=CC(=NC=C1)N(C(C)=O)C1=CC(=CC(=C1)F)F